(R)-3-(4-(6-(3,4-dimethylphenyl)-2-methoxypyridin-3-yl)-1H-1,2,3-triazol-1-yl)-2,3-dihydrothiophene 1,1-dioxide CC=1C=C(C=CC1C)C1=CC=C(C(=N1)OC)C=1N=NN(C1)[C@H]1CS(C=C1)(=O)=O